C1(CC1)NC(CN1N=C(N2C(C1=O)=CC1=C2N=C(S1)C)C(C)C)=O N-Cyclopropyl-2-(5-isopropyl-2-methyl-8-oxothiazolo[5',4':4,5]pyrrolo[1,2-d][1,2,4]triazin-7(8H)-yl)acetamid